COC1=NC(=NC=C1)OCC=O 2-((4-methoxypyrimidin-2-yl)oxy)ethan-1-one